N1C(=NC2=C1C=CC=C2)S(=O)(=O)N(C(C2=C(C(=C(C=C2CCCCC)O)CC=C(CCC=C(C)C)C)O)=O)C N-((1H-benzo[d]imidazol-2-yl)sulfonyl)-3-(3,7-dimethylocta-2,6-dien-1-yl)-2,4-dihydroxy-N-methyl-6-pentylbenzamide